N-(4-(4-(3,3-difluorocyclobutane-1-carbonyl)piperazin-1-yl)phenyl)-4-((8-methyl-2,3-dihydro-1H-pyrido[2,3-b][1,4]oxazin-7-yl)amino)-2-oxo-1,2-dihydropyridine-3-carboxamide FC1(CC(C1)C(=O)N1CCN(CC1)C1=CC=C(C=C1)NC(=O)C=1C(NC=CC1NC1=C(C2=C(OCCN2)N=C1)C)=O)F